(E)-4-methyl-3-decen-5-ol C\C(=C/CC)\C(CCCCC)O